C(=O)(O)N1C(CCC1=O)=O N-carboxyl-succinimide